OCCN1C=2N(C(C=C1C)=O)N=C(C2C=2C=NC=C(C2)C2=CC=C(C=C2)N2C(CCC2)=O)C 2-hydroxyethyl-2,5-dimethyl-3-(5-(4-(2-oxopyrrolidin-1-yl)phenyl)pyridin-3-yl)pyrazolo[1,5-a]pyrimidin-7(4H)-one